C(C)(C)(C)OC(=O)\N=C(\N1N=CC=C1)/N(C(OC(C)(C)C)=O)CCCCCC tert-butyl (E)-(((tert-butoxycarbonyl)imino)(1H-pyrazol-1-yl)methyl)(hexyl)carbamate